CSC=1N(C(=C(N1)C1=CC(=CC=C1)[N+](=O)[O-])C1=CC(=NC=C1)NC1=CC=CC=C1)COCC[Si](C)(C)C 4-(2-(methylthio)-4-(3-nitrophenyl)-1-((2-(trimethylsilyl)ethoxy)methyl)-1H-imidazol-5-yl)-N-phenylpyridin-2-amine